NC1=C(CNC2CC(CC2)C(=O)NC2=CC(=C(C=C2)C)OC)C(=CC(=C1)Br)C 3-((2-Amino-4-bromo-6-methylbenzyl)amino)-N-(3-methoxy-4-methylphenyl)cyclopentanecarboxamide